OC1(CSC1)C1=CC=C(C=C1)C(=O)N1CCC(CC1)CC1=CC=C(C=C1)C(F)(F)F (4-(3-hydroxythietan-3-yl)phenyl)(4-(4-(trifluoromethyl)benzyl)piperidin-1-yl)methanone